C(C)OC(C)OCCC=CCC 1-(1-Ethoxyethoxy)-3-hexene